ClC1=NN(C(=N1)C(=O)N1[C@@H](C2=C(CC1)NC=N2)C2=NN1C(C=CC=C1C)=C2)C (S)-(3-chloro-1-methyl-1H-1,2,4-triazol-5-yl)(4-(7-methylpyrazolo[1,5-a]pyridin-2-yl)-6,7-dihydro-1H-imidazo[4,5-c]pyridin-5(4H)-yl)methanone